FC1=C2CN(CC2=CC=C1)C(=O)C1=CC=C2C=CC(=CC2=C1)N1C(NC(CC1)=O)=O 1-(7-(4-fluoroisoindoline-2-carbonyl)naphthalen-2-yl)dihydropyrimidine-2,4(1H,3H)-dione